C(C1=CC=CC=C1)OC1=C(C=NN1CC(F)(F)F)I 5-(benzyloxy)-4-iodo-1-(2,2,2-trifluoroethyl)-1H-pyrazole